OC1=C(C=CC(=C1)C(F)(F)F)C1=C2C(=C(N=N1)C1(C[C@H](O[C@H](C1)C)C)O)N=CC=C2 (2R,4s,6S)-4-(5-(2-hydroxy-4-(trifluoromethyl)phenyl)pyrido[2,3-d]-pyridazin-8-yl)-2,6-dimethyltetrahydro-2H-pyran-4-ol